BrC=1N=C(N(N1)C1=NC=C(C=C1)OC(F)F)C(C)NC(C1=CC(=CC(=C1)C(F)(F)F)OCC(F)F)=O N-[1-[5-bromo-2-[5-(difluoromethoxy)-2-pyridyl]-1,2,4-triazol-3-yl]ethyl]-3-(2,2-difluoroethoxy)-5-(trifluoromethyl)benzamide